tert-Butyl(2-((tert-butyldimethylsilyl)oxy)ethyl)(4-((diphenylmethylene)amino)pyridin-2-yl)carbamate C(C)(C)(C)OC(N(C1=NC=CC(=C1)N=C(C1=CC=CC=C1)C1=CC=CC=C1)CCO[Si](C)(C)C(C)(C)C)=O